BrC1C=2N=CC=NC2CCC1 5-bromo-5,6,7,8-tetrahydroquinoxaline